N-((R)-8,9-Difluoro-6-oxo-1,4,5,6-tetrahydro-2H-pyrano[3,4-c]isoquinolin-1-yl)-(2R)-hydroxy-N-methyl-2-phenylacetamide FC=1C(=CC=2C3=C(NC(C2C1)=O)COC[C@@H]3N(C([C@@H](C3=CC=CC=C3)O)=O)C)F